ethyl-3,5,5-trimethylcyclohexyl isocyanate C(C)C1(CC(CC(C1)(C)C)C)N=C=O